2-(4-hydroxyphenyl)-1H-benzimidazole OC1=CC=C(C=C1)C1=NC2=C(N1)C=CC=C2